NC1=NC=2C=CC(=CC2C2=C1C=NN2C)C(=O)N([C@@H]2COC1=C2C=CC(=C1)C=1N=CSC1)C 4-amino-N,1-dimethyl-N-((3S)-6-(1,3-thiazol-4-yl)-2,3-dihydro-1-benzofuran-3-yl)-1H-pyrazolo[4,3-c]quinoline-8-carboxamide